6-((1-Hydroxycyclopropyl)ethynyl)-4-(6-(6-((6-methoxypyridin-3-yl)methyl)-3,6-diazabicyclo[3.1.1]heptan-3-yl)pyridin-3-yl)pyrazolo[1,5-a]pyridine-3-carbonitrile OC1(CC1)C#CC=1C=C(C=2N(C1)N=CC2C#N)C=2C=NC(=CC2)N2CC1N(C(C2)C1)CC=1C=NC(=CC1)OC